phosphorothioate diammonium salt [NH4+].[NH4+].P([O-])([O-])(O)=S